(1-pyridylsulfonyl) cyclohexane-carboxylate C1(CCCCC1)C(=O)OS(=O)(=O)N1CC=CC=C1